CN1C=2N(CC[C@@H](C1=O)NC(=O)C1=NN(C=N1)CC1CC(C1)CC)N=CC2 N-((S)-4-Methyl-5-oxo-5,6,7,8-tetrahydro-4H-pyrazolo[1,5-a][1,3]diazepin-6-yl)-1-(((1R,3R)-3-ethylcyclobutyl)methyl)-1H-1,2,4-triazol-3-carboxamid